5-{[(3R)-2-oxoazepan-3-yl]amino}[1,2,4]triazolo[1,5-c]quinazolin O=C1NCCCC[C@H]1NC1=NC=2C=CC=CC2C=2N1N=CN2